(S)-tert-butyl (1-(((amino(1-(4-carbamoylbenzyl)-2-((3-(pyrrolidin-1-yl)phenyl)-carbamoyl)-1H-indol-6-yl)methylene)amino)oxy)-1-oxopropan-2-yl)carbamate NC(C1=CC=C2C=C(N(C2=C1)CC1=CC=C(C=C1)C(N)=O)C(NC1=CC(=CC=C1)N1CCCC1)=O)=NOC([C@H](C)NC(OC(C)(C)C)=O)=O